NC1(CC(CC(C1)N)C)C 1,5-diamino-1,3-dimethylcyclohexane